ClC=1C(=NC(=NC1)NC=1C=NN(C1)CCCl)NC1=C(C=CC=C1)P(C)C (2-((5-chloro-2-((1-(2-chloroethyl)-1H-pyrazol-4-yl)amino)pyrimidin-4-yl)amino)phenyl)dimethylphosphine